imidazo[1,2-a]pyridin-3-carboxamide N=1C=C(N2C1C=CC=C2)C(=O)N